O[C@@H](CO)C1=C2C(=NN(C2=CC=C1)C1=CC=C(C=C1)OC(F)(F)F)CNC(C=C)=O (R)-N-((4-(1,2-dihydroxyethyl)-1-(4-(trifluoromethoxy)phenyl)-1H-indazol-3-yl)methyl)acrylamide